C1(CC1)COC=1C=C(C=CC1C)C(C)=O 1-(3-(cyclopropylmethoxy)-4-methylphenyl)ethan-1-one